2-(benzyloxy)-3-methoxybenzoic acid methyl ester COC(C1=C(C(=CC=C1)OC)OCC1=CC=CC=C1)=O